ClC=1C=C2C(=CN=C(C2=CN1)N(C(OC(C)(C)C)=O)CC1=C(C=CC2=C1CCO2)F)C2=CC(=NN2C)C tert-butyl (6-chloro-4-(1,3-dimethyl-1H-pyrazol-5-yl)-2,7-naphthyridin-1-yl)((5-fluoro-2,3-dihydrobenzofuran-4-yl)methyl)carbamate